FC1=C(N=CC2=C1N=C(N=C2N2CCN(CC2)C(=O)OC(C)(C)C)OC[C@]21CCCN1C[C@@H](C2)F)C=2C=CC=C1C=NN(C21)C tert-Butyl 4-(8-fluoro-2-(((2R,7aS)-2-fluorotetrahydro-1H-pyrrolizin-7a(5H)-yl)methoxy)-7-(1-methyl-1H-indazol-7-yl)pyrido[4,3-d]pyrimidin-4-yl)piperazine-1-carboxylate